3-methylpyridin-4-ylpyrido[4,3-d]pyrimidin-7(6H)-one CC=1C=NC=CC1C=1N=CC=2C(N1)=CC(NC2)=O